S([O-])([O-])(=O)=O sulfurate